Cl.N1C[C@H](CC1)NC(OCC)=O ethyl (S)-pyrrolidin-3-yl-carbamate hydrochloride